C(#N)C=1C=CC(=C2C=CC=NC12)C1C2(CC2(CN1)C(F)(F)F)C(=O)NC1CCN(CC1)C1CC1 (8-cyanoquinolin-5-yl)-N-(1-cyclopropylpiperidin-4-yl)-5-(trifluoromethyl)-3-azabicyclo[3.1.0]hexane-1-carboxamide